N6-(4-(2-(1-methylpiperidin-4-yl)ethyl)benzyl)isoquinoline-1,6-diamine CN1CCC(CC1)CCC1=CC=C(CNC=2C=C3C=CN=C(C3=CC2)N)C=C1